CC=C(CBr)CBr methyl-3-bromo-2-(bromomethyl)prop-1-ene